C(C)[C@]12CC(C[C@](CC1)(N2)CC)N(C=2SC=1N=C(N=CC1N2)C=2C=C(C=1N(C2)C=C(N1)C)F)C N-[(1R,3r,5S)-1,5-diethyl-8-azabicyclo[3.2.1]oct-3-yl]-5-(8-fluoro-2-methylimidazo[1,2-a]pyridin-6-yl)-N-methyl-[1,3]thiazolo[5,4-d]pyrimidin-2-amine